ClC1=NC2=CC(=CC=C2C(=C1C(=O)OCC)Cl)F ethyl 2,4-dichloro-7-fluoroquinoline-3-carboxylate